BrC=1C=2N(C(NC1)=O)C=C(N2)C(=O)N 8-bromo-5-oxo-6H-imidazo[1,2-c]pyrimidine-2-carboxamide